O=S1(CC(C=C1)NC(=O)C1=C(C=C(C=C1)C1=CC(=C(C=C1)C)C)F)=O N-(1,1-dioxido-2,3-dihydrothiophen-3-yl)-3-fluoro-3',4'-dimethyl-[1,1'-biphenyl]-4-carboxamide